C(C)(C)(C)OC(=O)N1CCC(CC1)C1=NC=2N(C(=C1)N(C(=O)OC(C)(C)C)CC1=CC(=CC=C1)NC(C#CC)=O)N=CC2C(C)C 4-(7-((3-(but-2-ynamido)benzyl)(tert-butoxycarbonyl)amino)-3-isopropylpyrazolo[1,5-a]pyrimidin-5-yl)piperidine-1-carboxylic acid tert-butyl ester